FC1(CN(C1)C1=NNC(=C1)C=1C(=C(C(=CC1)O)N1CC(NS1(=O)=O)=O)F)F 5-(3-(3-(3,3-difluoroazetidin-1-yl)-1H-pyrazol-5-yl)-2-fluoro-6-hydroxyphenyl)-1,2,5-thiadiazolidin-3-one 1,1-dioxide